6-(3-(5-(4-isobutylpiperazin-1-yl)pyridin-2-yl)-4-isopropyl-1H-pyrazol-5-yl)-8-methoxy-[1,2,4]triazolo[1,5-a]pyridine C(C(C)C)N1CCN(CC1)C=1C=CC(=NC1)C1=NNC(=C1C(C)C)C=1C=C(C=2N(C1)N=CN2)OC